N-(5-nitro-2,4-dichlorophenyl)acetamide [N+](=O)([O-])C=1C(=CC(=C(C1)NC(C)=O)Cl)Cl